OCCN1C(CC(CC1(C)C)O)(C)C 1-(2-hydroxy-ethyl)-2,2,6,6-tetramethyl-4-hydroxypiperidine